tert-Butyl (3-bromo-5-chloro-1-methyl-1H-pyrrolo[3,2-b]pyridin-7-yl)(thiophen-2-ylmethyl)carbamate BrC1=CN(C=2C1=NC(=CC2N(C(OC(C)(C)C)=O)CC=2SC=CC2)Cl)C